1,3-Dimethyluracil CN1C(=O)N(C(=O)C=C1)C